dithiophene boronate B(O)O.S1C=CC=C1.S1C=CC=C1